(4-(3-oxa-8-azabicyclo[3.2.1]octane-8-carbonyl)-2-ethoxyphenyl)(2,4-dihydro-1H-spiro[isoquinoline-3,4'-piperidin]-1'-yl)methanone C12COCC(CC1)N2C(=O)C2=CC(=C(C=C2)C(=O)N2CCC1(CC2)NCC2=CC=CC=C2C1)OCC